(4-(t-butoxycarbonyl)piperazin-1-yl)-3-nitrobenzoic acid C(C)(C)(C)OC(=O)N1CCN(CC1)C1=C(C(=O)O)C=CC=C1[N+](=O)[O-]